C(C1=CC=CC=C1)[C@H]1C[C@@H](NC1)C(=O)N[C@@H](CCC(N)=O)C(=O)OC Methyl ((2R,4S)-4-benzylpyrrolidine-2-carbonyl)-L-glutaminate